C(=O)C1=CC=C(C(=O)[O-])C=C1 4-formyl-benzoate